tert-butyl 2-(2-amino-5-fluoro-3-(tetrahydro-2H-pyran-4-yloxy)phenyl)acetate NC1=C(C=C(C=C1OC1CCOCC1)F)CC(=O)OC(C)(C)C